FC(C=1N=C(C2=CC(=NC=C2C1)N)NC(C)C)F 3-(difluoromethyl)-N1-isopropyl-2,6-naphthyridine-1,7-diamine